C(C)OC(=O)C=1NC2=C(C=CC(=C2C1)NC1=CC(=C(C=C1)OC1=CC(=CC=C1)OC)Cl)F 4-((3-chloro-4-(3-methoxyphenoxy)phenyl)amino)-7-fluoro-1H-indole-2-carboxylic acid ethyl ester